N-(3,5-bis(methoxy)phenyl)-4-fluorobenzo[d]isothiazol-1,1-dioxide COC=1C=C(C=C(C1)OC)N1S(C2=C(C1)C(=CC=C2)F)(=O)=O